CC=1C=C2CCC(C2=CC1)NC(=O)C=1C(NC(=CC1)C(F)(F)F)=O N-(5-methyl-2,3-dihydro-1H-inden-1-yl)-2-oxo-6-(trifluoromethyl)-1,2-dihydropyridine-3-carboxamide